NC1=NC2=C(C=CC(=C2C=N1)N1C[C@H](N([C@H](C1)C)C(=O)OC(C)(C)C)C)C(NC=1C=C(C=2N(C1)C=C(N2)C)F)=O tert-butyl (2R,6S)-4-[2-amino-8-[(8-fluoro-2-methyl-imidazo[1,2-a]pyridin-6-yl)carbamoyl]quinazolin-5-yl]-2,6-dimethyl-piperazine-1-carboxylate